tert-Butyl (R)-(2-(2-((tert-butoxycarbonyl)amino)-3-oxopropyl)-3,5-dichlorothieno[3,2-b]pyridin-7-yl)(furan-2-ylmethyl)carbamate C(C)(C)(C)OC(=O)N[C@H](CC1=C(C2=NC(=CC(=C2S1)N(C(OC(C)(C)C)=O)CC=1OC=CC1)Cl)Cl)C=O